3-[3-(hydroxymethyl)-4-methylphenyl]propanoic acid methyl ester COC(CCC1=CC(=C(C=C1)C)CO)=O